3-bromo-β,β,2-trifluoro-phenylpropionic acid BrC=1C(=C(C=CC1)C(C(=O)O)C(F)F)F